CC1(CC2=CC(=C(C=C2C1)C)C)CO 2,5,6-trimethyl-2-indane-methanol